ClC1=NC(=NC=C1)NC1=CC(=C(C=C1)OC1CC(C1)N(C)C)OC 4-chloro-N-(4-((1r,3r)-3-(dimethylamino)cyclobutoxy)-3-methoxyphenyl)-pyrimidin-2-amine